6,6-bis(((Z)-oct-5-en-1-yl)oxy)hexanoic acid 5-bromopentanyl ester BrCCCCCOC(CCCCC(OCCCC\C=C/CC)OCCCC\C=C/CC)=O